3-[6-imino-3-(3-furyl)pyridazin-1-yl]propionic acid N=C1C=CC(=NN1CCC(=O)O)C1=COC=C1